N=1N=CN(C1)C[C@]12C[C@H](C[C@H](N1C(=O)NC1=CC(=C(C=C1)C)C1=NC=C(C=N1)F)C2)C (1R,3S,5S)-1-((4H-1,2,4-triazol-4-yl)methyl)-N-(3-(5-fluoropyrimidin-2-yl)-4-methylphenyl)-3-methyl-6-azabicyclo[3.1.1]heptane-6-carboxamide